COCOC=1C=C(C=CC1OCOC)[C@H]([C@@H](CO)O)O[Si](C)(C)C(C)(C)C (2R,3R)-3-(3,4-bis(methoxymethoxy)phenyl)-3-((tert-butyldimethylsilyl)oxy)propane-1,2-diol